C(C)(C)(C)NS(=O)(=O)C=1C=C(C=CC1)NC(C1=C(N=C(C=C1)NC1CCC1)N1CCC2(CC2)CC1)=O N-(3-(N-(tert-butyl)sulfamoyl)phenyl)-6-(cyclobutylamino)-2-(6-azaspiro[2.5]octan-6-yl)nicotinamide